boc-threonine C(=O)(OC(C)(C)C)N[C@@H]([C@H](O)C)C(=O)O